CC1=CC=C(\C=N\N2C3=NC(=NC(=C3N=C2)NC2=CC=NC=C2)N2CCOCC2)C=C1 (E)-9-((4-methylbenzylidene)amino)-2-morpholino-N-(pyridin-4-yl)-9H-purin-6-amine